C(C)NC(=O)C1=CC=C(C=N1)B(O)O 6-(ETHYLCARBAMOYL)PYRIDIN-3-YLBORONIC ACID